[N+](=O)([O-])C1=CC=C(CSC=2C=3N=CN([C@H]4[C@H](O)[C@H](O)[C@@H](CO)O4)C3N=C(N2)N)C=C1 S-(4-nitrobenzyl)-6-thioguanosine